BrCCOC1=CC=C(OC=2C3=C(SC2C2=C(C=C(C=C2)F)C(C)(F)F)C=C(C=C3)C=O)C=C1 3-(4-(2-bromoethoxy)phenoxy)-2-(2-(1,1-difluoroethyl)-4-fluorophenyl)benzo[b]thiophene-6-Formaldehyde